(E)-3-(4-chlorophenyl)-N-((2-(2,6-dioxopiperidin-3-yl)-1-oxoisoindolin-5-yl)methyl)-2-(methoxyimino)propanamide iridium [Ir].ClC1=CC=C(C=C1)C\C(\C(=O)NCC=1C=C2CN(C(C2=CC1)=O)C1C(NC(CC1)=O)=O)=N/OC